BrC=1C=C(C=CC1C)C1(C(NC(N1)=O)=O)C 5-(3-bromo-4-methylphenyl)-5-methylimidazolidine-2,4-dione